FC1=C2N=C3CN(CCN3C2=C(C=2CC(CC12)C=O)F)C(=O)OC(C)(C)C tert-butyl 10,16-difluoro-13-formyl-2,5,8-triazatetracyclo[7.7.0.02,7.011,15]hexadeca-1(16),7,9,11(15)-tetraene-5-carboxylate